3-({3-[(2S)-2-(4-chlorophenyl)-2-hydroxyethyl]-1,2,4-oxadiazol-5-yl}methyl)-1-(2H3)methyl-6-methyl-1,2,3,4-tetrahydropyrimidine-2,4-dione ClC1=CC=C(C=C1)[C@H](CC1=NOC(=N1)CN1C(N(C(=CC1=O)C)C([2H])([2H])[2H])=O)O